CN1C=C(C2=CC=C(C=C12)C)\N=N\C1=CC=C(C=C1)C (E)-1,6-dimethyl-3-(p-tolyldiazenyl)-1H-indole